C1=C(C(=CC2=CC=CC=C12)C#N)C#N naphthalene-2,3-dicarbonitrile